C(C)(=O)C(C(=O)O)CCCCCC\C=C/CCCCCCCC acetyl-oleic acid